C(C1=CC=CC=C1)N(C(=O)C=1C=C(C=NC1)C1=CC(=NC=C1)C=1NC(=C(N1)C)C)C N-Benzyl-2'-(4,5-dimethyl-1H-imidazol-2-yl)-N-methyl-3,4'-bipyridine-5-carboxamide